C(C)C1=C(C=CC(=C1)O)N=C(N)C1=C(C=2N(N=C1)C=C(C2)C=2C=NC(=CC2C)OC)NC2CC1(COC1)C2 N'-(2-ethyl-4-hydroxy-phenyl)-6-(6-methoxy-4-methyl-3-pyridyl)-4-(2-oxaspiro[3.3]heptan-6-ylamino)pyrrolo[1,2-b]pyridazine-3-carboxamidine